(S)-1-(4-chlorobenzyl)-3-(4-((2,4-dimethyl-6-oxopiperazin-1-yl)methyl)phenyl)urea ClC1=CC=C(CNC(=O)NC2=CC=C(C=C2)CN2[C@H](CN(CC2=O)C)C)C=C1